(2S)-N-{[4-(aminomethyl)thiophen-2-yl]methyl}-1-[N-(1-methylethyl)-6-piperidin-1-yl-D-norleucyl]-4-[(4S,5S)-4-methyl-5-phenyl-4,5-dihydro-1,3-oxazol-2-yl]piperazine-2-carboxamide NCC=1C=C(SC1)CNC(=O)[C@H]1N(CCN(C1)C=1O[C@H]([C@@H](N1)C)C1=CC=CC=C1)C([C@H](NC(C)C)CCCCN1CCCCC1)=O